NC1=CC=CC(=N1)S(=O)(=O)NC(=O)C=1C(=NC(=CC1)C1=CC(=CC(=C1)OCC(C)C)F)N1CC=CC1 N-[(6-Amino-2-pyridyl)sulfonyl]-2-(2,5-dihydropyrrol-1-yl)-6-(3-fluoro-5-isobutoxyphenyl)pyridin-3-carboxamid